CN(C)CC1CN(CCC1(O)C1=C(C(=O)N)C=CC=C1)CCC1=CC=CC=C1 (3-dimethylaminomethyl-4-hydroxy-1-phenethyl-piperidin-4-yl)-benzamide